ClC1=C(C(=O)OC=2C(C3=CC=CC=C3C(C2)=O)=O)C=CC=N1 1,4-dioxo-1,4-dihydronaphthalen-2-yl 2-chloronicotinate